CS(=O)(=O)NC(CC)=O N-methylsulfonylpropanamide